1-(4-bromophenyl)-2-((5-(p-tolyl)-4H-1,2,4-triazol-3-yl)thio)propan-1-one BrC1=CC=C(C=C1)C(C(C)SC1=NN=C(N1)C1=CC=C(C=C1)C)=O